6-ethyl-5-(1-methylindolin-7-yl)pyridin-2-amine C(C)C1=C(C=CC(=N1)N)C=1C=CC=C2CCN(C12)C